CNC(=O)N1CCC(CC1)C N,4-dimethyl-piperidine-1-carboxamide